Tert-butyl N-[3-[[(2S)-3-(allyloxycarbonylamino)-2-hydroxypropyl]amino]propyl]carbamate C(C=C)OC(=O)NC[C@H](CNCCCNC(OC(C)(C)C)=O)O